1,3-diamino-5-nitrosobenzene NC1=CC(=CC(=C1)N=O)N